7β-methoxymethyloxy-5β-chol-3-enoic acid methyl ester COC(CC[C@@H](C)[C@H]1CC[C@H]2[C@@H]3[C@H](C[C@@H]4C=CCC[C@]4(C)[C@H]3CC[C@]12C)OCOC)=O